OC1=C(C=O)C=CC=C1OC 2-Hydroxy-3-methoxybenzaldehyde